C1(=CC=CC=C1)/C=C/C#N (E)-3-phenylpropan-2-enenitrile